3-(3,5-dimethyl-1-octanoyl-indolin-3-yl)propionitrile CC1(CN(C2=CC=C(C=C12)C)C(CCCCCCC)=O)CCC#N